The molecule is a benzenetriol that is phenethylamine in which the hydrogens at positions 2, 4, and 5 on the phenyl ring are replaced by hydroxy groups. It occurs naturally in human urine, but is also produced as a metabolite of the drug DOPA (used for the treatment of Parkinson's disease). It has a role as a neurotoxin, a human metabolite and a drug metabolite. It is a primary amino compound, a benzenetriol and a catecholamine. It derives from a dopamine. C1=C(C(=CC(=C1O)O)O)CCN